ClC=1C=CC2=C(N=C(O2)N2CCC3(CC2)CCC(CC3)NC(=O)C3=CC(=NC=C3)C(F)(F)F)C1 N-[3-(5-chloro-1,3-benzoxazol-2-yl)-3-azaspiro[5.5]undecan-9-yl]-2-(trifluoromethyl)pyridine-4-carboxamide